2-(5-(methylsulfonyl)-2-(prop-2-yn-1-ylamino)phenoxy)acetamide CS(=O)(=O)C=1C=CC(=C(OCC(=O)N)C1)NCC#C